dicyclohexyl-phosphorus C1(CCCCC1)[P]C1CCCCC1